OC1=C(NC=C2C(OC(OC2=O)(C)C)=O)C=C(C=C1)C 5-[(2-hydroxy-5-methylanilino)methylene]-2,2-dimethyl-1,3-dioxan-4,6-dione